FC(C=1C=CC(=NC1)C=1N=C(SC1)NC1=NC=CC=C1C)F 4-(5-(difluoromethyl)pyridin-2-yl)-N-(3-methylpyridin-2-yl)thiazol-2-amine